(E)-N-(4-(1-(4-(4-(6-(2-(2,6-dioxopiperidin-3-yl)-1-oxoisoindolin-5-yl)hex-5-yn-1-yl)piperazin-1-yl)benzoyl)piperidin-4-yl)butyl)-3-(pyridin-3-yl)acrylamide O=C1NC(CCC1N1C(C2=CC=C(C=C2C1)C#CCCCCN1CCN(CC1)C1=CC=C(C(=O)N2CCC(CC2)CCCCNC(\C=C\C=2C=NC=CC2)=O)C=C1)=O)=O